[C@H]12CC3(C[C@H](CC1)N2C(=O)OCCCC)CNC3 butyl (1'R,5'S)-8'-azaspiro[azetidine-3,3'-bicyclo[3.2.1]octane]-8'-carboxylate